ClC1=NC(=NC=C1)NC1CCC(CC1)OC1=C2C=C(C=NC2=CC(=N1)N1CCOCC1)CS(=O)(=O)N [5-[4-[(4-chloropyrimidin-2-yl)amino]cyclohexoxy]-7-morpholino-1,6-naphthyridin-3-yl]methanesulfonamide